FC1=C(C=CC(=C1)C(F)(F)F)C=1C=NC2=CC(=CC=C2C1)O 3-(2-fluoro-4-(trifluoromethyl)phenyl)quinolin-7-ol